5-(1-(tert-butyl)-3-(2-(3-methylisoxazol-5-yl)acetamido)-1H-pyrazol-5-yl)tetrahydrofuran-3-yl (1-methylcyclopropyl)carbamate CC1(CC1)NC(OC1COC(C1)C1=CC(=NN1C(C)(C)C)NC(CC1=CC(=NO1)C)=O)=O